diisopropoxyaluminum diacetoacetate C(CC(=O)C)(=O)[O-].C(CC(=O)C)(=O)[O-].C(C)(C)O[Al+2]OC(C)C